6-[[N-(2-phenylethyl)amino]sulfonyl]-2-trifluoromethyl-2H-1-benzopyran-3-carboxylic acid C1(=CC=CC=C1)CCNS(=O)(=O)C=1C=CC2=C(C=C(C(O2)C(F)(F)F)C(=O)O)C1